(1R,2R,3S,5R)-2-(2-aminoethyl)-6,6-dimethylbicyclo[3.1.1]heptane-2,3-diol NCC[C@]1([C@H]2C([C@@H](C[C@@H]1O)C2)(C)C)O